CC1=C(C(NC(=C1)C)=O)CN1C(C=2C(=C3C(=CC2CC1)OC(O3)(C)[C@@H]3CC[C@H](CC3)N(C)C)C)=O 6-((4,6-dimethyl-2-oxo-1,2-dihydropyridin-3-yl)methyl)-2-(trans-4-(dimethylamino)cyclohexyl)-2,4-dimethyl-7,8-dihydro-[1,3]dioxolo[4,5-g]isoquinolin-5(6H)-one